FC1=CC=C(OC=2C=CC(=NC2)NC(C(C)N2CCN(CC2)C(=O)C2=CC=[N+](C=C2)[O-])=O)C=C1 4-(4-(1-((5-(4-fluorophenoxy)pyridin-2-yl)amino)-1-oxopropan-2-yl)piperazine-1-carbonyl)pyridine 1-oxide